4-(((benzyloxy)carbonyl)amino)-8-bromo-10-chloro-5-oxo-3,4,5,6-tetrahydrobenzo[b][1,4]diazocin C(C1=CC=CC=C1)OC(=O)NC1C(NC2=C(N=CC1)C(=CC(=C2)Br)Cl)=O